C(C)(=O)N1CC(CCC1)N1C(C(=CC2=C1N=C(N=C2)S(=O)(=O)C)OC2=C(C=CC=C2)[N+](=O)[O-])=O 8-(1-acetyl-3-piperidyl)-2-methylsulfonyl-6-(2-nitrophenoxy)pyrido[2,3-d]pyrimidin-7-one